OC1(CC1)C1=NN(C=N1)C1CC2(CN(C2)C(=O)N2CC3(C2)CC(C3)CC3=CC(=C(C=C3)S(=O)(=O)C)C(F)(F)F)C1 [6-[3-(1-hydroxycyclopropyl)-1,2,4-triazol-1-yl]-2-azaspiro[3.3]heptan-2-yl]-[6-[[4-methylsulfonyl-3-(trifluoromethyl)phenyl]methyl]-2-azaspiro[3.3]heptan-2-yl]methanone